tert-butyl 4-(4-(2,6-dioxopiperidin-3-yl)-1H-pyrazol-1-yl)piperidine-1-carboxylate O=C1NC(CCC1C=1C=NN(C1)C1CCN(CC1)C(=O)OC(C)(C)C)=O